FC1=C(CC2(CCC2)CNC(=O)C2=NC(=CN=C2)O)C=CC=C1 N-((1-(2-fluorobenzyl)cyclobutyl)methyl)-6-hydroxypyrazine-2-carboxamide